BrC1CN(CCC1=O)C(C(F)(F)F)=O 3-bromo-1-(2,2,2-trifluoroacetyl)piperidin-4-one